(3S)-7-((2S,5R)-4-acryloyl-2,5-dimethylpiperazin-1-yl)-9-chloro-10-(2,4-difluorophenyl)-3-(2-morpholinoethyl)-2,3-dihydro-5H-[1,4]oxazino[2,3,4-ij]quinazolin-5-one C(C=C)(=O)N1C[C@@H](N(C[C@H]1C)C1=NC(N2C3=C(C(=C(C=C13)Cl)C1=C(C=C(C=C1)F)F)OC[C@@H]2CCN2CCOCC2)=O)C